FC1=CC=C(C=C1)C1(CNCC1)NS(=O)(=N)C1=CC=C(C=C1)OC(F)(F)F N-(3-(4-fluorophenyl)pyrrolidin-3-yl)-4-(trifluoromethoxy)benzenesulfonimidamide